(1r,3s)-3-((5-(1-(2,2-difluoroethyl)-4-fluoro-2-methyl-1H-benzo[d]imidazol-6-yl)-4-methoxypyrrolo[2,1-f][1,2,4]triazin-2-yl)amino)-1-ethylcyclobutan-1-ol FC(CN1C(=NC2=C1C=C(C=C2F)C=2C=CN1N=C(N=C(C12)OC)NC1CC(C1)(O)CC)C)F